C(CC)N1C(=O)NC(=O)C(C)=C1 N-propyl-thymine